CS(=O)(=O)OCCOCCOCCC=1C=NC=C(C1)C1=NN(C2=CC=C(C=C12)O[Si](C)(C)C(C)(C)C)C1OCCCC1 2-[2-[2-[5-[5-[tert-butyl(dimethyl)silyl]oxy-1-tetrahydropyran-2-yl-indazol-3-yl]-3-pyridyl]ethoxy]ethoxy]ethyl methanesulfonate